5-chloro-6-(1-methyl-1H-imidazol-4-yl)pyridin-3-amine ClC=1C=C(C=NC1C=1N=CN(C1)C)N